ClC1=NC(=CC(=C1)C=1C(=NN2C1N=C(C=C2)NCC(C(=O)O)(C)C)C2=CC(=CC=C2)C#N)C 3-[[3-(2-chloro-6-methyl-4-pyridinyl)-2-(3-cyanophenyl)pyrazolo[1,5-a]pyrimidin-5-yl]amino]-2,2-dimethyl-propionic acid